[Li]CC=CC[Li] 1,4-dilithio-2-butene